CC1=CC(=C(C=C1)C(=O)O)C2=NC(C(=O)N2)(C)C(C)C The molecule is a racemate comprising equimolar amounts of the R- and S- enantiomers of 6-(4-isopropyl-4-methyl-5-oxo-2-imidazolin-2-yl)-p-toluic acid. It is the minor component of the herbicide imazamethabenz. It contains a 6-[(4R)-4-isopropyl-4-methyl-5-oxo-2-imidazolin-2-yl]-p-toluic acid and a 6-[(4S)-4-isopropyl-4-methyl-5-oxo-2-imidazolin-2-yl]-p-toluic acid.